(trans-2-hydroxycyclohexyl)-4,5-dimethyl-6-(4-(1H-pyrazol-1-yl)benzyl)isoindolin-1-one O[C@H]1[C@@H](CCCC1)N1C(C2=CC(=C(C(=C2C1)C)C)CC1=CC=C(C=C1)N1N=CC=C1)=O